BrC1=C2C=CC=NC2=C(C=C1)OC 5-bromo-8-methoxyquinoline